(2S,4R)-1-(2-(4-amino-5-(2-chlorophenyl)-7H-pyrrolo[2,3-d]pyrimidin-7-yl)acetyl)-N-(3-chloro-2-fluorobenzyl)-4-fluoropyrrolidine-2-carboxamide NC=1C2=C(N=CN1)N(C=C2C2=C(C=CC=C2)Cl)CC(=O)N2[C@@H](C[C@H](C2)F)C(=O)NCC2=C(C(=CC=C2)Cl)F